COC1=CC(=C(C=C1C(=O)N1CCN(CC1)C(C=C)=O)SC1=CN=C(S1)NC(C1=CC=C(C=C1)N1CCNCC1)=O)C N-[5-[4-methoxy-2-methyl-5-(4-prop-2-enoylpiperazin-1-carbonyl)phenyl]sulfanylthiazol-2-yl]-4-piperazin-1-yl-benzamide